trans-farnesol CC(=CCC/C(=C/CC/C(=C/CO)/C)/C)C